C(C1=CC=CC=C1)SC=1C=2N(C=CC1)C(=NC2)C(C)(C)NC(=O)C2[C@H]1CNC[C@@H]21 (1R,5S,6r)-N-(2-(8-(benzylthio)imidazo[1,5-a]pyridin-3-yl)propan-2-yl)-3-azabicyclo[3.1.0]hexane-6-carboxamide